Cl.CC1=NC2=C(N=NC(=C2)C2=C(C=C(C=C2)C=2C=NNC2)O)N1C1CC(NC(C1)(C)C)(C)C 2-[6-methyl-7-(2,2,6,6-tetramethylpiperidin-4-yl)-7H-imidazo[4,5-c]pyridazin-3-yl]-5-(1H-pyrazol-4-yl)phenol hydrochloride